O[C@](C)(CC)C=1C=C(C(=O)NCC(NC=2SC=C(N2)C2=CC(=CC=C2)C2=CC=NC=C2)=O)C=CC1 (R)-3-(2-hydroxybutan-2-yl)-N-(2-oxo-2-((4-(3-(pyridin-4-yl)phenyl)thiazol-2-yl)amino)ethyl)benzamide